CC1(CN2C(O1)=NC(=C2)[N+](=O)[O-])CN (2-methyl-6-nitro-3H-imidazo[2,1-b][1,3]oxazol-2-yl)methylamine